O1CC[C@@H](C2=CC=CC=C12)NC(=O)N1C=NC=C1 (S)-N-(chroman-4-yl)-1H-imidazole-1-carboxamide